CN(C=NC1=CC=CC=C1)C N,N-dimethyl-N'-phenylformamidine